1-(3-(5-methyl-3-(4-(trifluoro-methyl)phenyl)-1H-pyrazolo[3,4-b]pyridin-1-yl)pyrrolidin-1-yl)-prop-2-en-1-one CC=1C=C2C(=NC1)N(N=C2C2=CC=C(C=C2)C(F)(F)F)C2CN(CC2)C(C=C)=O